CC(C(=O)OCC(C)(C1=CC(=CC=C1)C(F)(F)F)NC(NC1=C(C(=CC=C1N)F)CNC(N(C)C)=O)=S)(C)C 2-{[(6-amino-2-{[(dimethylcarbamoyl)amino]methyl}-3-fluorophenyl)carbamothioyl]amino}-2-[3-(trifluoromethyl)phenyl]propyl 2,2-dimethylpropanoate